(3R,4R) and (3S,4S)-tert-butyl 4-(2-amino-6-chloroquinazolin-7-yl)-3-fluoropiperidine-1-carboxylate tert-butyl-4-(2-amino-6-chloroquinazolin-7-yl)-3,6-dihydropyridine-1(2H)-carboxylate C(C)(C)(C)OC(=O)N1CCC(=CC1)C1=C(C=C2C=NC(=NC2=C1)N)Cl.NC1=NC2=CC(=C(C=C2C=N1)Cl)[C@@H]1[C@H](CN(CC1)C(=O)OC(C)(C)C)F |r|